O(C1=CC=CC=C1)C(=O)NC=1C=NC=C(C(=O)O)C1 5-((phenoxycarbonyl)amino)nicotinic acid